(R)-1-[8-methyl-3-(3-methyl-1,2,4-thiadiazol-5-yl)-5,6,7,8-tetrahydroimidazo[1,5-a]pyrazin-1-yl]-pyrrolidine-2-thione C[C@@H]1C=2N(CCN1)C(=NC2N2C(CCC2)=S)C2=NC(=NS2)C